ClC1=C(C=CC=C1)S(=O)(=O)NC1=NC(=C(C=C1F)C=1C=C2C=NC(=NC2=C(C1)F)Cl)C 2-chloro-N-(5-(2-chloro-8-fluoroquinazolin-6-yl)-3-fluoro-6-methylpyridin-2-yl)benzenesulfonamide